S1C(=CC=C1)C1=CC=NC=N1 6-(thiophen-2-yl)pyrimidine